(2S)-2-amino-5-diaminomethylenepentanoic acid N[C@H](C(=O)O)CCC=C(N)N